2-[(4-methoxyphenyl)methoxy]propane-1,3-diol COC1=CC=C(C=C1)COC(CO)CO